The molecule is an aromatic amide obtained by formal condensation of the carboxy group of 2-methyl-4-(trifluoromethyl)thiazole-5-carboxylic acid with the amino group of 2,6-dibromo-4-(trifluoromethoxy)aniline. Used to control Rhizoctonia spp. diseases on rice, potatoes, maize, grass and other crops. It has a role as an EC 1.3.5.1 [succinate dehydrogenase (quinone)] inhibitor and an antifungal agrochemical. It is an aromatic amide, an aromatic ether, an organofluorine compound, a member of 1,3-thiazoles, a dibromobenzene and an anilide fungicide. CC1=NC(=C(S1)C(=O)NC2=C(C=C(C=C2Br)OC(F)(F)F)Br)C(F)(F)F